O1CC(C1)C(=O)N1[C@H](COC2=C(C1)C=CC(=C2)C(=O)OC)C(F)(F)F Methyl (R)-4-(oxetane-3-carbonyl)-3-(trifluoromethyl)-2,3,4,5-tetrahydrobenzo[f][1,4]oxazepine-8-carboxylate